N1CC(C1)OC1=C(C#N)C(=CC=C1)C1CC1 2-(azetidin-3-yloxy)-6-cyclopropyl-benzonitrile